ClC1=C(C=C(C=C1)CC(C(=O)O)(F)F)C(F)(F)F 4-chloro-α,α-difluoro-3-(trifluoromethyl)-phenylpropionic acid